2-Phenyl-4-(1-naphthyl)imidazole C1(=CC=CC=C1)C=1NC=C(N1)C1=CC=CC2=CC=CC=C12